FC1=CC=C2C(=N1)OC1(C2)CN(C1)C(=O)OC(C)(C)C tert-butyl 6'-fluoro-3'H-spiro[azetidine-3,2'-furo[2,3-b]pyridine]-1-carboxylate